2-{[(4aS,7aR)-1-(2-methyl-propyl)-octa-hydro-1H-cyclopenta[b]pyridin-4a-yl]methoxy}-8-fluoro-4-(1,4-oxazepan-4-yl)pyrido[4,3-d]pyrimidin CC(CN1[C@H]2[C@@](CCC1)(CCC2)COC=2N=C(C1=C(N2)C(=CN=C1)F)N1CCOCCC1)C